(2-{3-chloro-7H-pyrrolo[2,3-c]pyridazin-7-yl}ethyl)dimethylazanium trifluoroacetate FC(C(=O)[O-])(F)F.ClC1=CC2=C(N=N1)N(C=C2)CC[NH+](C)C